C(#N)CCCS(=O)(=O)NC1CC(C1)NC1=C2C(=NC=C1C=1SC(=NN1)C)NC=C2 3-cyano-N-((1s,3s)-3-((5-(5-methyl-1,3,4-thiadiazol-2-yl)-1H-pyrrolo[2,3-b]pyridin-4-yl)amino)cyclobutyl)propane-1-sulfonamide